(S)-(3-(4-bromo-1H-pyrazol-1-yl)-2-((tert-butyldimethylsilyl)oxy)propyl)carbamic acid tert-butyl ester C(C)(C)(C)OC(NC[C@@H](CN1N=CC(=C1)Br)O[Si](C)(C)C(C)(C)C)=O